CO[Si](O[SiH](C)C)(OC)OC 1,1,1-TRIMETHOXY-3,3-DIMETHYL-DISILOXANE